C1=C2C3=C(NC(C2=CC=N1)=O)N1C(=N3)C=CN=C1 pyrimido[6',1':2,3]imidazolo[4,5-c][2,6]naphthyridin-5(6H)-one